C(#N)C=1C=NC2=C(C=C(C=C2C1NCC(C)(C)C)N[C@H](C=1N=NN(C1)C1(CCC1)C(=O)N)C=1C(=NC(=CC1)F)C)F (S)-1-(4-(((3-cyano-8-fluoro-4-(neopentylamino)quinolin-6-yl)amino)(6-fluoro-2-methylpyridin-3-yl)methyl)-1H-1,2,3-triazol-1-yl)cyclobutane-1-carboxamide